COC=1C=NC2=CC(=CC=C2C1)C1=NC(=CC=C1C=1C=NN(C1)CC1(CCCC1)C)C 3-methoxy-7-(6-methyl-3-(1-((1-methylcyclopentyl)methyl)-1H-pyrazol-4-yl)pyridin-2-yl)quinoline